N-AcrylamidoPhenylalanine C(C=C)(=O)NN[C@@H](CC1=CC=CC=C1)C(=O)O